O[C@H](C)C1=NC=2C(=C3C(=NC2)N(C=C3)S(=O)(=O)C3=CC=CC=C3)N1C1C(NCC1)C(C#N)C 2-(3-(2-((R)-1-hydroxyethyl)-6-(phenylsulfonyl)imidazo[4,5-d]pyrrolo[2,3-b]pyridin-1(6H)-yl)pyrrolidin-2-yl)propanenitrile